(2R)-2-(6-{5-chloro-2-[(oxacyclohex-4-yl)amino]pyrimidin-4-yl}-1-oxo-2,3-dihydro-1H-isoindol-2-yl)-N-[(1S)-1-(5-chloropyridin-2-yl)-2-hydroxyethyl]propionamide ClC=1C(=NC(=NC1)NC1CCOCC1)C1=CC=C2CN(C(C2=C1)=O)[C@@H](C(=O)N[C@H](CO)C1=NC=C(C=C1)Cl)C